2,6,7-trioxa-1-phosphabicyclo[2.2.2]oct-4-ylmethyl 3,5-di-tert-butyl-4-hydroxybenzylphosphonate C(C)(C)(C)C=1C=C(CP(OCC23COP(OC2)OC3)([O-])=O)C=C(C1O)C(C)(C)C